CC=1C=C(C=NNC2=C3N=CN(C3=NC(=N2)N2CCOCC2)CCC2=CC=CC=C2)C=CC1 4-(6-(2-(3-methylbenzylidene)hydrazinyl)-9-phenethyl-9H-purin-2-yl)morpholine